FC=1C=C(C=CC1)[C@@H]1N(CCC1)C=1C=CC=2N(N1)C(=CN2)C2=CC=CC(=N2)N2CCN(CC2)CCCCC2=C1C=CN(C1=CC=C2)C2C(NC(CC2)=O)=O 3-(4-(4-(4-(6-(6-((R)-2-(3-fluorophenyl)pyrrolidin-1-yl)imidazo[1,2-b]pyridazin-3-yl)pyridin-2-yl)piperazin-1-yl)butyl)-1H-indol-1-yl)piperidine-2,6-dione